4-chloro-N-cyclopropyl-2-fluoro-5-(1-{pyrazolo[1,5-a]pyridin-3-yl}-1H-pyrazol-4-yl)benzamide ClC1=CC(=C(C(=O)NC2CC2)C=C1C=1C=NN(C1)C=1C=NN2C1C=CC=C2)F